FC1=C(C(=CC(=C1)OC)F)C1C(C(NC1)=O)NC=1OC(=NN1)C=1C=NC(=CC1)C(F)(F)F 4-(2,6-difluoro-4-methoxyphenyl)-3-({5-[6-(trifluoromethyl)pyridin-3-yl]-1,3,4-oxadiazol-2-yl}amino)pyrrolidin-2-one